2-(2,2-difluorocyclopropyl)-N-[(3R,5S)-1-[8-(difluoromethyl)quinolin-5-yl]-5-methylpiperidin-3-yl]Acetamide FC1(C(C1)CC(=O)N[C@H]1CN(C[C@H](C1)C)C1=C2C=CC=NC2=C(C=C1)C(F)F)F